magnesium-titanium copper [Cu].[Ti].[Mg]